2-Methyl-5-[1-[4-(trifluoromethoxy)phenyl]cyclopropanecarbonyl]-4,6-dihydropyrrolo[3,4-c]pyrazole-4-carboxylic acid CN1N=C2C(=C1)C(N(C2)C(=O)C2(CC2)C2=CC=C(C=C2)OC(F)(F)F)C(=O)O